NC(C)C1[C@H](SC=C1)C=1C=NNC1 (S)-3-(1-aminoethyl)-2-(1H-pyrazol-4-yl)-2H-thiophene